COC=1C=C(CN(C2=CC=C(CN3C(CNC(C3)=O)=O)C=C2)CC2=CC=C(C=C2)N2CCN(CC2)C)C=CC1 1-(4-((3-methoxybenzyl)(4-(4-methylpiperazin-1-yl)benzyl)amino)benzyl)piperazine-2,5-dione